C(C=C)(=O)N1[C@H](CN(CC1)C=1C2=C(N=C(N1)OC[C@H]1N(CCC1)C)CN(C2)CC2=CC=CC1=C2CCO1)CC#N 2-((S)-1-acryloyl-4-(6-((2,3-dihydrobenzofuran-4-yl)methyl)-2-(((S)-1-methylpyrrolidin-2-yl)methoxy)-6,7-dihydro-5H-pyrrolo[3,4-d]pyrimidin-4-yl)piperazin-2-yl)acetonitrile